2-benzyl-2-(dimethylamino)-4-morpholinobutylbutylketone C(C1=CC=CC=C1)C(CC(CCC)C(=O)C(CCC)CC(CCN1CCOCC1)(CC1=CC=CC=C1)N(C)C)(CCN1CCOCC1)N(C)C